C(C1=CC=CC=C1)C1CCN(CC1)CCNC(=O)C=1NC2=CC(=C(C=C2C1)OC)OC N-(2-(4-Benzylpiperidin-1-yl)ethyl)-5,6-dimethoxy-1H-indole-2-carboxamide